C1(=CC=CC=C1)C1=NN(C=C1)C1=NC=2N(C(=C1)N1CCOCC1)N=C(C2)C2=NC=NC=C2 4-[5-(3-phenylpyrazol-1-yl)-2-pyrimidin-4-yl-pyrazolo[1,5-a]pyrimidin-7-yl]morpholine